O1C(COCC1)CNC1=C(C=C(C=C1)S(=O)(=O)NC(C1=C(C=C(C=C1)N1CCN(CC1)CC1=C(CC2(CCC2)CC1)C1=CC=C(C=C1)Cl)OC=1C=C2C(=NC1)NC=C2)=O)[N+](=O)[O-] N-((4-(((1,4-dioxan-2-yl)methyl)amino)-3-nitrophenyl)sulfonyl)-2-((1H-pyrrolo[2,3-b]pyridin-5-yl)oxy)-4-(4-((6-(4-chlorophenyl)spiro[3.5]non-6-en-7-yl)methyl)piperazin-1-yl)benzamide